N-{(1S)-1-cyano-2-[(3S)-2-oxopyrrolidin-3-yl]ethyl}-4-methyl-N2-{[3-(trifluoromethyl)-1,2-thiazol-4-yl]carbonyl}-L-leucinamide C(#N)[C@H](C[C@H]1C(NCC1)=O)NC([C@@H](NC(=O)C=1C(=NSC1)C(F)(F)F)CC(C)(C)C)=O